C(C)(=O)C=1C(=CC2=C(OCO2)C1)CC(=O)N (6-Acetylbenzo[d][1,3]dioxol-5-yl)acetamide